CS(=O)(=O)OC[C@@H](C1=CC(=CC=C1)OC(F)(F)F)NC(=O)OC(C)(C)C (R)-2-((tert-butoxycarbonyl)amino)-2-(3-(trifluoromethoxy) phenyl)ethyl methanesulfonate